ClC1=NC(=CC(=C1)SC1CCC(CC1)C(=O)O)N1CCN(CC1)S(=O)(=O)C1=CC=C(C=C1)N1C(C[C@H](C1)NC(=O)OC(C)(C)C)=O 4-[[2-chloro-6-[4-[4-[(4R)-4-(tert-butoxycarbonylamino)-2-oxo-pyrrolidin-1-yl]phenyl]sulfonylpiperazin-1-yl]-4-pyridyl]sulfanyl]cyclohexanecarboxylic acid